dicyclohexyl-(3-isopropyl-2-methoxycyclohexyl)methoxysilane Kalium hydroxid [OH-].[K+].C1(CCCCC1)[SiH](OCC1C(C(CCC1)C(C)C)OC)C1CCCCC1